CS(=O)(C)=NC1=C(C=C(C=N1)NC(=O)C=1C=NN(C1C(F)(F)F)C1=CC=C(C=2N1C=CN2)F)C(F)(F)F N-(6-((Dimethyl(oxo)-λ6-sulfanyliden)amino)-5-(trifluoromethyl)pyridin-3-yl)-1-(8-fluoroimidazo[1,2-a]pyridin-5-yl)-5-(trifluoromethyl)-1H-pyrazol-4-carboxamid